ClC=1C(=NC(=CC1)OC)C(=O)N1C2CN(C(CC1)CC2)CC2=C(N=C1N2C=CC=N1)C1=CC=C(C=C1)Cl (3-chloro-6-methoxypyridin-2-yl)[6-{[2-(4-chlorophenyl)imidazo[1,2-a]pyrimidin-3-yl]methyl}-2,6-diazabicyclo[3.2.2]non-2-yl]methanone